ClC=1C=C(C=C2C=C(N=NC12)NC(=O)NC(C)C)C=1C=NC=CC1CC 1-[8-chloro-6-(4-ethyl-3-pyridyl)cinnolin-3-yl]-3-isopropyl-urea